C1(=CC=CC=C1)OC(NC1=NC=CC(=C1)OC(F)(F)F)=O phenyl(4-(trifluoromethoxy)pyridin-2-yl)carbamate